(1r,3r)-3-((tert-butyldimethylsilyl)oxy)cyclobutane-1-carbaldehyde [Si](C)(C)(C(C)(C)C)OC1CC(C1)C=O